C(=C)C1=C(C=CC=C1)C(C)=O 2'-vinylacetophenone